ClC1=CNC=2N=CN=C(C21)N[C@@H]2CC[C@@H](N(C2)C(=O)OCC2=CC=CC=C2)C (2S,5R)-benzyl 5-((5-chloro-7H-pyrrolo[2,3-d]pyrimidin-4-yl)amino)-2-methylpiperidine-1-carboxylate